(3R)-3-amino-5-[(4-chlorophenyl)methyl]-8-fluoro-1,1-dioxo-7-[5-[2-(trifluoromethyl)morpholin-4-yl]-1,2,4-oxadiazol-3-yl]-2,3-dihydro-1lambda6,5-benzothiazepin-4-one N[C@H]1CS(C2=C(N(C1=O)CC1=CC=C(C=C1)Cl)C=C(C(=C2)F)C2=NOC(=N2)N2CC(OCC2)C(F)(F)F)(=O)=O